NC=1C=CC(=C2CN(C(C12)=O)C(=O)OC(C)(C)C)C1=C2C(=NC=C1)N(C=C2)C Tert-Butyl 7-amino-4-(1-methyl-1H-pyrrolo[2,3-b]pyridin-4-yl)-1-oxoisoindoline-2-carboxylate